4-chloro-1-(2-chlorophenyl)-7-(trifluoromethyl)-1,8-naphthyridin-2(1H)-one ClC1=CC(N(C2=NC(=CC=C12)C(F)(F)F)C1=C(C=CC=C1)Cl)=O